2-(4-(diethylamino)-2-hydroxybenzoyl)-6-nitrobenzoic acid C(C)N(C1=CC(=C(C(=O)C2=C(C(=O)O)C(=CC=C2)[N+](=O)[O-])C=C1)O)CC